5-cyclobutyl-5-{4-[4-(5-cyclopropyl-3-methylpyridin-2-yl)piperazine-1-carbonyl]phenyl}imidazolidine-2,4-dione C1(CCC1)C1(C(NC(N1)=O)=O)C1=CC=C(C=C1)C(=O)N1CCN(CC1)C1=NC=C(C=C1C)C1CC1